CS(=O)(=O)C=1SC2=C(N1)C=CC(=C2)OCC(=O)NC(C(=O)N)CC 2-(2-((2-(methylsulfonyl)benzo[d]thiazol-6-yl)oxy)acetamido)butanamide